C(#N)C=1C=C(C=NC1)[C@H](C)NC(=O)C=1C=NC2=C(N=C(C=C2C1N1CCN[C@H](CC1)C)C)C1CC1 N-[(S)-1-(5-cyano-3-pyridyl)ethyl]-4-[(S)-5-methyl-1,4-diazepan-1-yl]-8-cyclopropyl-6-methyl-1,7-diaza-3-naphthamide